BrC=1C=C2C(=NC1)N(C=C2C=2C=C(C#N)C=CC2)S(=O)(=O)C2=CC=C(C)C=C2 3-(5-bromo-1-tosyl-1H-pyrrolo[2,3-b]pyridin-3-yl)benzonitrile